(S)-3-(3-fluoro-5-methylphenyl)-2,7-dimethyl-4,5,6,7-tetrahydro-2H-pyrazolo[3,4-c]pyridine FC=1C=C(C=C(C1)C)C=1N(N=C2[C@@H](NCCC21)C)C